BrC1=CC=C(C=C1)[C@@H]1CC(OCC1)(C)C (S)-4-(4-bromophenyl)-2,2-dimethyltetrahydro-2H-pyran